1-(2-dimethylaminoethyl)silanetriol CN(CC[Si](O)(O)O)C